C(C)OC(COP(=O)(OC1=CC=C(C=C1)[N+](=O)[O-])N[C@H](C(=O)OCC)CC(C)C)=O Ethyl (2S)-2-[[(2-ethoxy-2-oxo-ethoxy)-(4-nitrophenoxy)phosphoryl]amino]-4-methyl-pentanoate